7,8-dihydro-3-methyl-4-(3-nitrophenyl)-1-phenyl-1H-pyrazolo[3,4-b]quinolin CC1=NN(C2=NC=3CCC=CC3C(=C21)C2=CC(=CC=C2)[N+](=O)[O-])C2=CC=CC=C2